NC=1C2=C(N=CN1)N(C(=C2C2=CC(=C(C(=C2)F)OC2=NC=CC=C2)F)C2=CC=C(C=C2)NC(C(=C)C)=O)C N-(4-(4-amino-5-(3,5-difluoro-4-(pyridin-2-yloxy)phenyl)-7-methyl-7H-pyrrolo[2,3-d]pyrimidin-6-yl)phenyl)methacrylamide